C1(CC1)C=1C(=NON1)C(=O)N[C@H](C(NC1=NC=CC(=C1)[C@@H](CC)N1C(N[C@@H](C1)C(F)(F)F)=O)=O)C1CCC(CC1)(F)F 4-cyclopropyl-N-((S)-1-(4,4-difluorocyclohexyl)-2-oxo-2-((4-((R)-1-((S)-2-oxo-4-(trifluoromethyl)imidazolidin-1-yl)propyl)pyridin-2-yl)amino)ethyl)-1,2,5-oxadiazole-3-carboxamide